(3R)-8-(acetamidomethyl)-9-(1-(4-(difluoromethoxy)phenyl)ethyl)-3-methyl-10-oxo-3,4,7,8,9,10-hexahydropyrido[4',3':3,4]Pyrazolo[1,5-a]Pyrazine-2(1H)-carboxylic acid tert-butyl ester C(C)(C)(C)OC(=O)N1CC=2C(=NN3C2C(N(C(C3)CNC(C)=O)C(C)C3=CC=C(C=C3)OC(F)F)=O)C[C@H]1C